CC1=C(N=NS1)C=O 5-methyl-1,2,3-thiadiazole-4-carbaldehyde